[Si](C)(C)(C(C)(C)C)OCC1=C(C=C(C=N1)N1CCN(CC1)C(=O)OC(C)(C)C)OC tert-butyl 4-(6-(((tert-butyldimethylsilyl)oxy)methyl)-5-methoxypyridin-3-yl)piperazine-1-carboxylate